ClC=1C=CC(=C(C1)C1=NN(C=C1NC(=O)C=1C=NN2C1N=CC=C2)[C@@H](C)[C@@H](C)O)OC N-(3-(5-chloro-2-methoxyphenyl)-1-((2S,3R)-3-hydroxybutan-2-yl)-1H-pyrazol-4-yl)pyrazolo[1,5-a]pyrimidine-3-carboxamide